ClC1=CC=C(C=C1)[C@H](C(F)(F)F)NS(=O)(=O)C1=CC=2N(C=C1)N=CN2 (R)-N-(1-(4-chlorophenyl)-2,2,2-trifluoroethyl)-[1,2,4]triazolo[1,5-a]pyridine-7-sulfonamide